5-[[2-oxo-2-(2-phenyl-1-piperidyl)Acetyl]amino]pyridine-3-carboxamide O=C(C(=O)NC=1C=C(C=NC1)C(=O)N)N1C(CCCC1)C1=CC=CC=C1